5-(3-((E)-2-((1R,5S,6S)-3-azabicyclo[3.1.0]hexan-6-yl)vinyl)-2-fluoro-6-hydroxyphenyl)-1,2,5-thiadiazolidin-3-one 1,1-dioxide [C@@H]12CNC[C@H]2C1/C=C/C=1C(=C(C(=CC1)O)N1CC(NS1(=O)=O)=O)F